(S)-(1-(5-(4-fluorophenoxy)pyrazin-2-yl)-4'H,6'H-spiro[piperidine-4,5'-pyrrolo[1,2-b]pyrazole]-4'-yl)carbamic acid tert-butyl ester C(C)(C)(C)OC(N[C@H]1C2(CN3N=CC=C31)CCN(CC2)C2=NC=C(N=C2)OC2=CC=C(C=C2)F)=O